C(C)(C)(C)OC(=O)N(C(OC(C)(C)C)=O)C1=NN2C(C=C(C=C2)C2=C(C(=C(C=C2F)F)Cl)F)=N1 tert-butyl (tert-butoxycarbonyl)(7-(3-chloro-2,4,6-trifluorophenyl)-[1,2,4]triazolo[1,5-a]pyridin-2-yl)carbamate